4-[2-(5-Chlorothien-3-yl)ethynyl]-5-methyl-1-(6-methylpyridin-3-yl)imidazole-2-carboxamide ClC1=CC(=CS1)C#CC=1N=C(N(C1C)C=1C=NC(=CC1)C)C(=O)N